C(C)(C)C=1C(=NNC1C=1C=C(C=2N(C1)N=CN2)C)C2=CC=C(C=C2)[C@H](C)N(CC2(COC2)C)C (S)-1-(4-(4-isopropyl-5-(8-methyl-[1,2,4]triazolo[1,5-a]pyridin-6-yl)-1H-pyrazol-3-yl)phenyl)-N-methyl-N-((3-methyloxetan-3-yl)methyl)ethan-1-amine